N-(1-cyclohexylethyl)-4-(1H-indol-2-yl)naphthalene-1-sulfonamide tert-butyl-(S)-(1-(3-(2-(3,3-difluorocyclobutoxy)pyridin-4-yl)-1,2,4-oxadiazol-5-yl)ethyl)carbamate C(C)(C)(C)N(C(O)=O)[C@@H](C)C1=NC(=NO1)C1=CC(=NC=C1)OC1CC(C1)(F)F.C1(CCCCC1)C(C)NS(=O)(=O)C1=CC=C(C2=CC=CC=C12)C=1NC2=CC=CC=C2C1